COCCOC=1C=C(C=CC1)C1C(C(N(CC1)CCN1C=C(C=C1)C)C)COC1=CC=C2CNC(C2=C1)=O (-)-6-{[(trans,trans)-4-[3-(2-methoxyethoxy)phenyl]-2-methyl-1-[2-(3-methyl-1H-pyrrol-1-yl)ethyl]piperidin-3-yl]methoxy}-2,3-dihydro-1H-isoindol-1-one